BrC=1C=CC(=C(C1)C(CC=C)N)C 1-(5-bromo-2-methylphenyl)but-3-en-1-amine